COCCN1CC(OC2=C1C=CC(=C2)[N+](=O)[O-])C2=CC=CC=C2 4-(2-Methoxyethyl)-7-nitro-2-phenyl-3,4-dihydro-2H-1,4-benzoxazine